Br[C@H](C(=O)OC(C1=CC=CC=C1)C1=CC=CC=C1)CO (S)-diphenylmethyl 2-bromo-3-hydroxypropionate